N-(((1S,4aS,4bR,6aR,8R,10aS,10bR,12aS)-8-hydroxy-8,12a-dimethyloctadecahydro-chrysen-1-yl)methyl)-cyclopentanecarboxamide O[C@]1(C[C@H]2CC[C@H]3[C@@H]4CCC[C@@H]([C@]4(CC[C@@H]3[C@H]2CC1)C)CNC(=O)C1CCCC1)C